BrC1=NC=CC(=C1)CNC1=C2N=CN(C2=NC(=N1)Cl)[C@@H]1SCCC1 (2R)-2-[6-[(2-bromo-4-pyridyl)methylamino]-2-chloro-purin-9-yl]tetrahydrothiophene